ClC=1C(=CC(=C(C1)C1=CC(C(=CN1[C@@H](CO)C(C)C)C(=O)OCC)=O)O)O Ethyl (R)-6-(5-chloro-2,4-dihydroxyphenyl)-1-(1-hydroxy-3-methylbutan-2-yl)-4-oxo-1,4-dihydropyridine-3-carboxylate